2,3,4,9-tetrahydroβ-carboline C1NCCC=2C3=CC=CC=C3NC12